(S)-tertbutyl 3-(4-aminophenyl)piperidine-1-carboxylate NC1=CC=C(C=C1)[C@H]1CN(CCC1)C(=O)OC(C)(C)C